(R)-1-(1H-indol-3-yl)propan-2-amine hydrochloride Cl.N1C=C(C2=CC=CC=C12)C[C@@H](C)N